C(C)(C)(C)N(C(O)=O)C=1C=NC(=CC1)C(C1(CC1)C=1C=NN(C1)C)O.N1=NN=CC2=C1C=CO2 triazinofuran tert-butyl-(6-(hydroxy(1-(1-methyl-1H-pyrazol-4-yl)cyclopropyl)methyl)pyridin-3-yl)carbamate